6-tert-butyl-(1R,5S,6r)-3-azabicyclo[3.1.0]hexane-3,6-dicarboxylic acid C(C)(C)(C)C1([C@H]2CN(C[C@@H]12)C(=O)O)C(=O)O